C1(=CC=CC=C1)S(=O)(=O)C=1C=C2CCCC(C2=CC1)CN [6-(benzenesulfonyl)-1,2,3,4-tetrahydronaphthalen-1-yl]methylamine